di(adamantan-1-yl)(2',4',6'-triisopropyl-3,6-dimethoxy-2-biphenyl-Yl)phosphine C12(CC3CC(CC(C1)C3)C2)P(C2=C(C(=CC=C2OC)OC)C2=C(C=C(C=C2C(C)C)C(C)C)C(C)C)C23CC1CC(CC(C2)C1)C3